C1(CC1)C([C@@H](C(=O)NC=1C=NC(=CC1)C=1C(=NNC1C)C)NC(=O)C1=CC=NN1CC#C)C1CC1 (S)-N-(1,1-dicyclopropyl-3-((6-(3,5-dimethyl-1H-pyrazol-4-yl)pyridin-3-yl)amino)-3-oxopropan-2-yl)-1-(prop-2-yn-1-yl)-1H-pyrazole-5-carboxamide